1,3-bis[2-(4-tert-butylphenyl)-1,3,4-oxadiazol-5-yl]Benzene C(C)(C)(C)C1=CC=C(C=C1)C=1OC(=NN1)C1=CC(=CC=C1)C1=NN=C(O1)C1=CC=C(C=C1)C(C)(C)C